2-(3,5-difluorophenyl)-4-[[phenylmethylsulfonyl]oxy]-5-amino-3(2H)-furanone FC=1C=C(C=C(C1)F)C1OC(=C(C1=O)OS(=O)(=O)CC1=CC=CC=C1)N